O1C(COCC1)COC1=NC(N2C(C3=CC=C(C=C3CC2)C=2C(=NC=CC2)OC)=C1)=O 2-([1,4]Dioxan-2-ylmethoxy)-9-(2-methoxy-pyridin-3-yl)-6,7-dihydro-pyrimido[6,1-a]isoquinolin-4-one